F[C@@H]1C[C@@]2(CCCN2C1)COC1=NC(=C(C(=N1)C)CO)N1CCOCCC1 (2-(((2R,7aS)-2-Fluorotetrahydro-1H-pyrrolizin-7a(5H)-yl)methoxy)-4-methyl-6-(1,4-oxazepan-4-yl)pyrimidin-5-yl)methanol